ClC1=CC(=C(C(=O)NC=2C=CC(=NC2)C(=O)O)C=C1Cl)OC1=C(C=C(C=C1)OC)OC 5-(4,5-dichloro-2-(2,4-dimethoxyphenoxy)benzoylamino)picolinic acid